(3-Methoxy-2-methylphenyl)((5R,9S)-2-methyl-3-(1-methyl-3-(trifluoromethyl)-1H-pyrazol-5-yl)-4,5,6,7,8,9-hexahydro-2H-5,9-epiminocycloocta[c]pyrazol-10-yl)methanone COC=1C(=C(C=CC1)C(=O)N1[C@H]2CC=3C(=NN(C3C3=CC(=NN3C)C(F)(F)F)C)[C@@H]1CCC2)C